N1=CC=C(C=C1)[C@@H]1[C@@H]([C@H]2[C@@H]3C[C@@H]3[C@@H]1O2)C(=O)NC2=CC(=CC=C2)C(F)(F)F (1S,2S,4R,5R,6S,7S)-7-(pyridin-4-yl)-N-[3-(trifluoromethyl)phenyl]-8-oxatricyclo[3.2.1.02,4]octane-6-carboxamide